OCC1CCN(CC1)C1=CC=C(C(=N1)C)C1C(NC(CC1)=O)=O 3-(6-(4-(hydroxymethyl)piperidin-1-yl)-2-methylpyridin-3-yl)piperidine-2,6-dione